C(#C)C1=CC=C(C=C1)[C@@H](C(C)(C)O)NC(=O)[C@H]1N(C[C@@H](C1)O)C([C@H](C(C)(C)C)NC(CCCCCCC(=O)O)=O)=O 8-(((S)-1-((2S,4R)-2-(((S)-1-(4-ethynylphenyl)-2-hydroxy-2-methylpropyl)carbamoyl)-4-hydroxypyrrolidin-1-yl)-3,3-dimethyl-1-oxobutan-2-yl)amino)-8-oxooctanoic acid